2-mercaptothiazolide S[C-]1SC=CN1